C(CCCCC)SSC=1SC(=NN1)SSCCCCCC 2,5-bis(n-hexyldithio)-1,3,4-thiadiazole